BrC=1C(=NC(=NC1)NC1=C(C=C(C(=C1)C)N1CCC(CC1)N1CCN(CC1)C1COC1)OC)NC1=CC2=C(CCO2)C=C1N(S(=O)(=O)C)C N-(6-((5-bromo-2-((2-methoxy-5-methyl-4-(4-(4-(oxetan-3-yl)piperazin-1-yl)piperidin-1-yl)phenyl)amino)pyrimidin-4-yl)amino)-2,3-dihydrobenzofuran-5-yl)-N-methylmethanesulfonamide